COC(C1=CC=CC(=C1)OC1=CC(=CC(=C1)F)F)=O 5-(3,5-difluorophenoxy)benzoic acid methyl ester